CC1=C(C(=CC=C1)C)C1=CC=NC2=CC(=CC=C12)O[C@@H](CN1CC(NC(C1)C)C)C (2R)-2-[[4-(2,6-dimethylphenyl)-7-quinolyl]oxy]-1-(3,5-dimethylpiperazin-1-yl)propan